methyl 2-(N-(4-(4-(1-(4,4-difluorocyclohexyl)-6-oxo-1,6-dihydropyridazin-3-yl)-1H-pyrazol-1-yl)-3-(6-azaspiro[2.5]octan-6-yl)phenyl)sulfamoyl)acetate FC1(CCC(CC1)N1N=C(C=CC1=O)C=1C=NN(C1)C1=C(C=C(C=C1)NS(=O)(=O)CC(=O)OC)N1CCC2(CC2)CC1)F